OC(CCC(=O)NC1=CC=CC=C1)CCCCCCCC 4-hydroxy-lauric anilide